6-[5-[(1S)-1-[[6-chloro-8-(trifluoro-methyl)quinazolin-4-yl]-methyl-amino]ethyl]-1,2,4-triazol-1-yl]-2-ethyl-pyridazin-3-one ClC=1C=C2C(=NC=NC2=C(C1)C(F)(F)F)N([C@@H](C)C1=NC=NN1C=1C=CC(N(N1)CC)=O)C